4-benzyl-N-(1H-indol-3-yl)-1,4-diazacycloheptane-1-carboxamide C(C1=CC=CC=C1)N1CCN(CCC1)C(=O)NC1=CNC2=CC=CC=C12